NC1=C2C(=NC=N1)N(N=C2C2=CC=C(C=C2)OC2=CC=CC=C2)[C@H]2CN(CCC2)C(CCCCCCSC2=C1C(N(C(C1=CC(=C2)F)=O)C2C(NC(CC2)=O)=O)=O)=O 4-((7-((R)-3-(4-amino-3-(4-phenoxyphenyl)-1H-pyrazolo[3,4-d]pyrimidin-1-yl)piperidine-1-yl)-7-oxoheptyl)thio)-2-(2,6-dioxopiperidin-3-yl)-6-fluoroisoindoline-1,3-dione